COC[C@@H](C([2H])([2H])OC(=O)OC1=CC=C(C=C1)[N+](=O)[O-])NC(OCC1C2=CC=CC=C2C=2C=CC=CC12)=O (9H-fluoren-9-yl)methyl (S)-(1-methoxy-3-(((4-nitrophenoxy)carbonyl)oxy)propan-2-yl-3,3-d2)carbamate